C(C)(C)N1C(C=CC(=C1)C1=NC(=NC=C1)NC1=CC=C(C=C1)N(C)C)=O 1-isopropyl-5-(2-(4-(dimethylamino)phenyl)aminopyrimidin-4-yl)-pyridin-2(1H)-one